FC1([C@](CC(CC1)=C)(C)CN1C=NC2=C1C=C(C=C2)C#N)F (S)-1-((2,2-difluoro-1-methyl-5-methylenecyclohexyl)methyl)-1H-benzo[d]imidazole-6-carbonitrile